1-aminomethyl-(dipropyloxymethoxysilane) NCC(O[SiH3])(OCCC)OCCC